C(C#CC)OC=1C=C(C=CC1)C1=C(C=CC(=C1)Cl)S(=O)(=O)N1CCC(CC1)(C(=O)N[C@@H](C)\C=C/S(=O)(=O)C)F (S,Z)-1-((3'-(but-2-yn-1-yloxy)-5-chloro-[1,1'-biphenyl]-2-yl)sulfonyl)-4-fluoro-N-(4-(methylsulfonyl)but-3-en-2-yl)piperidine-4-carboxamide